ethyl 5-formyl-1H-pyrazole-3-carboxylate C(=O)C1=CC(=NN1)C(=O)OCC